COC1=CC=C(C=C1)C1=CC=2NC(=CC2O1)C(=O)O 2-(4-methoxyphenyl)-4H-furo[3,2-b]pyrrole-5-carboxylic acid